C(CCCCCCCC)(=O)N(C[C@H](O)[C@@H](O)[C@H](O)[C@H](O)CO)C n-nonanoyl-N-methyl-D-glucamine